(6-((2-(Nicotinamido)ethyl)amino)hexyl)triphenylphosphonium C(C1=CN=CC=C1)(=O)NCCNCCCCCC[P+](C1=CC=CC=C1)(C1=CC=CC=C1)C1=CC=CC=C1